N-{[4-(benzenesulfonyl)phenyl]methyl}thieno[2,3-b]pyrazine-6-carboxamide C1(=CC=CC=C1)S(=O)(=O)C1=CC=C(C=C1)CNC(=O)C1=CC=2C(=NC=CN2)S1